C(C)(C)N(P(OCCC#N)OCCN(C1=NC(=NC=C1)C=C)C)C(C)C 2-cyanoethyl (2-(methyl(2-vinylpyrimidin-4-yl)amino)ethyl) diisopropylphosphoramidite